OCCN(CCCC(=O)OCCN(CCCCCCCC(=O)OC(CCCCCCCC)CCCCCCCC)CCCCCC(=O)OCCCCCCCCC(C)C)C heptadecan-9-yl 8-((2-((4-((2-hydroxyethyl)(methyl)amino)butanoyl)oxy)ethyl)(6-((9-methyldecyl)oxy)-6-oxohexyl)amino)octanoate